4,5a-epoxy-17-methyl-3,6a-morphinandiol CN1[C@H]2[C@@H]3CC[C@@H]([C@H]4[C@@]3(C=3C(=C(C=CC3C2)O)O4)CC1)O